tert-butyl (S)-(1-(((3-(4-decylphenyl)-1,2,4-oxadiazol-5-yl)methyl)amino)-1-oxopropan-2-yl)carbamate C(CCCCCCCCC)C1=CC=C(C=C1)C1=NOC(=N1)CNC([C@H](C)NC(OC(C)(C)C)=O)=O